N-[(1R,3s,5S)-1,5-Dimethyl-8-azabicyclo[3.2.1]octan-3-yl]-N-methyl-5-[5-(1H-pyrazol-1-yl)pyrazin-2-yl][1,3]thiazolo[5,4-d][1,3]thiazol-2-amin C[C@]12CC(C[C@](CC1)(N2)C)N(C=2SC=1N=C(SC1N2)C2=NC=C(N=C2)N2N=CC=C2)C